phenylmercury acetate (phenylacetate) C1(=CC=CC=C1)CC(=O)[O-].C(C)(=O)[O-].C1(=CC=CC=C1)[Hg+2]